1-(1-acetylpiperidin-4-yl)-6'-methyl-2'-(4-((4-(methyl-sulfonyl)piperidin-1-yl)methyl)phenyl)-1'-phenyl-3',6'-dihydro-7'H-spiro[azetidine-3,8'-dipyrrolo[2,3-b:3',2'-d]pyridin]-7'-one C(C)(=O)N1CCC(CC1)N1CC2(C(N(C=3C2=C2C(=NC3)NC(=C2C2=CC=CC=C2)C2=CC=C(C=C2)CN2CCC(CC2)S(=O)(=O)C)C)=O)C1